tert-Butyl (S)-(3-hydroxy-1-(methoxy(methyl)amino)-1-oxopropan-2-yl)carbamate OC[C@@H](C(=O)N(C)OC)NC(OC(C)(C)C)=O